1-(2-methoxybenzyl)-1H-tetrazol COC1=C(CN2N=NN=C2)C=CC=C1